2-hydroxypropyl butenoate C(C=CC)(=O)OCC(C)O